O=C(/C=C/C1C=CC(O)=CC=1)NCCC1C=CC(O)=CC=1 n-p-coumaroyltyramine